2-(4-(3-(3-(7-Aminoheptyl)phenyl)-2-methyl-5-phenylpyrazolo[1,5-a]pyrimidin-7-yl)piperazin-1-yl)ethanol NCCCCCCCC=1C=C(C=CC1)C=1C(=NN2C1N=C(C=C2N2CCN(CC2)CCO)C2=CC=CC=C2)C